(1-[4-benzoylphenylsulfanyl]phenyl)-2-methyl-2-(4-methylphenylsulfonyl)propan-1-one C(C1=CC=CC=C1)(=O)C1=CC=C(C=C1)SC1(CC=CC=C1)C(C(C)(S(=O)(=O)C1=CC=C(C=C1)C)C)=O